CC1=CC(=NN1)C1=CC=C(C=C1)C1=CC(=NC=N1)N {6-[4-(5-methyl-1H-pyrazol-3-yl)-phenyl]-pyrimidin-4-yl}-amin